bis(4-tert-butylphenyl) ketone C(C)(C)(C)C1=CC=C(C=C1)C(=O)C1=CC=C(C=C1)C(C)(C)C